6-(3,3-dimethyl-2-oxo-piperazin-1-yl)-3-methyl-1,3-benzooxazol-2-one hydrochloride Cl.CC1(C(N(CCN1)C1=CC2=C(N(C(O2)=O)C)C=C1)=O)C